FC1=C(C=CC=C1)P(N(C)P(C1=CC(=CC=C1)[Si](CCCC)(CCCC)CCCC)C1=C(C=CC=C1)F)C1=CC(=CC=C1)[Si](CCCC)(CCCC)CCCC 1-(2-fluorophenyl)-N-((2-fluorophenyl)(3-(tributylsilyl)phenyl)phosphanyl)-N-methyl-1-(3-(tributylsilyl)phenyl)phosphanamine